C(N)(=O)C1N(C[C@H](C1)C1=C(C(=CC=C1F)F)F)C(=O)OC(C)(C)C tert-butyl (4R)-2-carbamoyl-4-(2,3,6-trifluorophenyl)pyrrolidine-1-carboxylate